CC1=NN=C(S1)C=1C=C2C=C(N=CC2=CC1)NC(CN1CCN(CC1)C)=O N-(6-(5-methyl-1,3,4-thiadiazol-2-yl)isoquinolin-3-yl)-2-(4-methylpiperazin-1-yl)acetamide